(2S)-9-((2-chlorophenyl)(hydroxy)methyl)-2-(methoxymethyl)-2-Methyl-1,2,4,7-tetrahydro-3H-pyrrolo[3',2':5,6]pyrido[3,4-b]pyrazine-3-thione ClC1=C(C=CC=C1)C(C1=CNC2=C1C1=C(NC([C@](N1)(C)COC)=S)C=N2)O